2-(4'-(Tert-butyl)-[1,1'-biphenyl]-2-yl)pyridine C(C)(C)(C)C1=CC=C(C=C1)C1=C(C=CC=C1)C1=NC=CC=C1